(6-chloro-5-methoxy-4-methylpyridin-3-yl)ethan-1-ol ClC1=C(C(=C(C=N1)C(C)O)C)OC